COC(=O)C1CCN(C(C=2N1N=C1C2CN(CC1)C(NC1=CC(=C(C=C1)F)Cl)=O)=O)C 2-((3-chloro-4-fluorophenyl)carbamoyl)-10-methyl-11-oxo-1,3,4,7,8,9,10,11-octahydro-2H-pyrido[4',3':3,4]Pyrazolo[1,5-a][1,4]Diazepine-7-carboxylic acid methyl ester